NC1=C(C(=NC(=C1)SC1=C(C(=NC=C1)N)Cl)CO)N1CCC(CC1)(C)N (4-amino-6-((2-amino-3-chloropyridin-4-yl)thio)-3-(4-amino-4-methylpiperidin-1-yl)pyridin-2-yl)methanol